F\C(\C(=O)OCC)=C\C1=NC=CN=C1 Ethyl (E)-2-fluoro-3-(pyrazin-2-yl)acrylate